C(C)(C)(C)[Si](OCC1NCCC1)(C1=CC=CC=C1)C1=CC=CC=C1 tert-butyl-diphenyl-(pyrrolidin-2-ylmethoxy)silane